C(C1=CC=CC=C1)N1N=C(C=C1)C1=C(C=NC(=C1)C1=CC=C(C=C1)F)C1CN(CC1)C(=O)OC(C)(C)C tert-butyl 3-(4-(1-benzyl-1H-pyrazol-3-yl)-6-(4-fluorophenyl)pyridin-3-yl)pyrrolidine-1-carboxylate